(4-Phenylbutyryl)-L-alanyl-D-proline C1(=CC=CC=C1)CCCC(=O)N[C@@H](C)C(=O)N1[C@H](CCC1)C(=O)O